FC(C(=O)O)(F)F.FC1=CC=C(C=C1)C1CC(C1)OC1=CC=C(C=N1)C1=CC(=NO1)O 5-(6-{[3-(4-fluorophenyl)cyclobutyl]oxy}pyridin-3-yl)isoxazol-3-ol trifluoroacetate